COC1=C(C=CC(=C1)N1CCN(CC1)C)NC1=NC2=NC(C(N=C2C=N1)=O)=O 2-((2-methoxy-4-(4-methylpiperazinyl)phenyl)amino)-6,7-dioxo-6,7-dihydropteridine